perfluoro (methylvinyl) ether CC=COF